ClC1=CC=2C(OCC3=CC=CC=C3C3=CC(=C(C(NS(C(=C1O)C2)(=O)=O)=C3)F)F)=O 13-chloro-19,20-difluoro-14-hydroxy-16,16-dioxo-9-oxa-16λ6-thia-17-azatetracyclo[16.3.1.111,15.02,7]tricosa-1(21),2,4,6,11(23),12,14,18(22),19-nonaen-10-one